OC(C)(C)C(C)(C)O.CN(C)CCOB(O)O N,N-dimethylaminoethylborate-pinacol